9,9',9'',9'''-([3,4'-bipyridine]-2',3',5',6'-tetrayl)tetrakis(9H-carbazole) N1=CC(=CC=C1)C1=C(C(=NC(=C1N1C2=CC=CC=C2C=2C=CC=CC12)N1C2=CC=CC=C2C=2C=CC=CC12)N1C2=CC=CC=C2C=2C=CC=CC12)N1C2=CC=CC=C2C=2C=CC=CC12